FC(OC1=C2C(=NCN(C2=CC(=C1)C(F)(F)F)C=1C(=NC=CC1)C)NCC#C)F 5-(difluoromethoxy)-1-(2-methylpyridin-3-yl)-4-(prop-2-yn-1-ylamino)-7-(trifluoromethyl)quinazolin